6-methoxy-N-(5-methyl-1H-pyrazol-3-yl)-2-morpholino-7-(3-(pyrrolidin-1-yl)propoxy)quinazolin-4-amine COC=1C=C2C(=NC(=NC2=CC1OCCCN1CCCC1)N1CCOCC1)NC1=NNC(=C1)C